BrC1=CC=C(C(=O)Cl)C=C1 4-bromo-benzoyl chloride